5-(3-chloroimidazo[1,2-a]pyrimidin-6-yl)-N-(2-azaspiro[3.3]heptan-6-yl)pyrrolo[2,1-f][1,2,4]triazin-2-amine ClC1=CN=C2N1C=C(C=N2)C=2C=CN1N=C(N=CC12)NC1CC2(CNC2)C1